N-[1-(4-methoxyphenyl)ethyl]-1-oxo-1-phenyl-1-(thiophen-2-yl)-λ6-sulfanimine COC1=CC=C(C=C1)C(C)N=S(C=1SC=CC1)(C1=CC=CC=C1)=O